ethyl (2S)-2-[[(2S)-2-amino-3-[3,5-bis(2-chloroethylsulfanyl)phenyl]propanoyl]amino]-3-(4-methoxyphenyl)propanoate N[C@H](C(=O)N[C@H](C(=O)OCC)CC1=CC=C(C=C1)OC)CC1=CC(=CC(=C1)SCCCl)SCCCl